C[C@]12CC3(CC(C[C@@](C1)(C3)C)C2)NCCCCCCCNC2=C3C(N(C(=NC3=CC=C2)C(F)(F)F)C2C(NC(CC2)=O)=O)=O |r| 3-(5-((7-(((1SR,3RS,5SR,7r)-3,5-dimethyladamantan-1-yl)amino)heptyl)amino)-4-oxo-2-(trifluoromethyl)quinazolin-3(4H)-yl)piperidine-2,6-dione